FC(=CCCC(=CCCC(CC)(C)O)C)F 11,11-difluoro-3-hydroxy-3,7-dimethylundeca-6,10-dien